N-(2-methyl-5-nitrophenyl)-4-(3-pyridyl)-2-pyrimidinamine CC1=C(C=C(C=C1)[N+](=O)[O-])NC1=NC=CC(=N1)C=1C=NC=CC1